N-(4-methylbenzyl)-4-(trifluoromethyl)anilinopyridine CC1=CC=C(CN2C(C=CC=C2)NC2=CC=C(C=C2)C(F)(F)F)C=C1